ClC=1N=C2C(=NC1)NC=C2C2=NC(=C(C(=N2)N[C@@H]2[C@H](C1CCC2CC1)C(=O)O)F)C1=NC=CC=C1 (2S,3S)-3-((2-(2-chloro-5H-pyrrolo[2,3-b]pyrazin-7-yl)-5-fluoro-6-(pyridin-2-yl)pyrimidin-4-yl)amino)bicyclo[2.2.2]octane-2-carboxylic acid